methyl 3-(9-((4-(aminomethyl)-2-methylphenyl)carbamoyl)-4,5-dihydrobenzo[b]thieno[2,3-d]oxepin-8-yl)-6-((1-(methoxycarbonyl)cyclohexyl)carbamoyl)picolinate NCC1=CC(=C(C=C1)NC(=O)C1=CC2=C(OCCC3=C2SC=C3)C=C1C=1C(=NC(=CC1)C(NC1(CCCCC1)C(=O)OC)=O)C(=O)OC)C